FC(C(=O)O)(F)F.O=C1C(=CC2(CN(C2)C2=C(C=CC=C2)C)CC1)C#N 7-oxo-2-(o-tolyl)-2-azaspiro[3.5]non-5-ene-6-carbonitrile trifluoroacetate